((2-(2,6-Dioxopiperidin-3-yl)-1,3-dioxoisoindolin-5-yl)amino)heptanoic acid O=C1NC(CCC1N1C(C2=CC=C(C=C2C1=O)NC(C(=O)O)CCCCC)=O)=O